butenyl-phosphorous acid C(=CCC)P(O)(O)O